5-[(6R)-6-(1-cyclopropylpyrazol-4-yl)-3,6-dihydro-2H-pyran-4-yl]-N,N-dimethyl-7-(2,3,4-trifluorophenyl)thiazolo[4,5-d]pyrimidin-2-amine C1(CC1)N1N=CC(=C1)[C@H]1C=C(CCO1)C=1N=C(C2=C(N1)N=C(S2)N(C)C)C2=C(C(=C(C=C2)F)F)F